t-amylperoxymaleic acid C(C)(C)(CC)/C(/C(=O)OO)=C/C(=O)O